1-(3-nitrophenyl)-N-(tetrahydro-2H-pyran-4-yl)piperidin-4-amine [N+](=O)([O-])C=1C=C(C=CC1)N1CCC(CC1)NC1CCOCC1